methyl 2-amino-1,3-benzothiazole-6-carboxylate NC=1SC2=C(N1)C=CC(=C2)C(=O)OC